dipotassium toluenedisulfonate C(C1=CC=CC=C1)(S(=O)(=O)[O-])S(=O)(=O)[O-].[K+].[K+]